4-methyl-3H-imidazo[4,5-c]pyridine CC1=NC=CC2=C1NC=N2